N[C@@H]1CN(CC1)C(=O)C=1SC(=CC1C)C1=CC(=C(C=C1)C1CCN(CC1)C)OC (S)-(3-aminopyrrolidin-1-yl)(5-(3-methoxy-4-(1-methylpiperidin-4-yl)phenyl)-3-methylthiophen-2-yl)methanone